tert-butyl-{(2S)-1-[(2-aminoethyl)amino]-4-[{(1R)-1-[4-benzyl-1-(2,5-difluorophenyl)-1H-pyrazol-3-yl]-2,2-dimethylpropyl}(glycoloyl)amino]-1-oxobutan-2-yl}carbamate C(C)(C)(C)OC(N[C@H](C(=O)NCCN)CCN(C(CO)=O)[C@H](C(C)(C)C)C1=NN(C=C1CC1=CC=CC=C1)C1=C(C=CC(=C1)F)F)=O